C1(=CC=CC=C1)C1=C([Se]C2=C1C=CC=C2)C2=C(C=CC=C2)C2=NN=NC(=C2C2=C(C=CC=C2)C2=CC=CC=C2)C2=CC=CC=C2 phenyl{[phenyl(biphenylyl)triazinyl]phenyl}benzselenophene